tertbutyl N-[(2R)-1-fluoro-3-hydroxy(3,3-2H2)propan-2-yl]carbamate FC[C@@H](C([2H])([2H])O)NC(OC(C)(C)C)=O